FC1=C(C=C(C=C1)F)C1=CC=C(C=C1)CC(=O)N(C)C=1SC(=C(N1)CO)S(=O)(=N)C 2-(2',5'-Difluoro-[1,1'-biphenyl]-4-yl)-N-(4-(hydroxymethyl)-5-(S-methylsulfonimidoyl)thiazol-2-yl)-N-methylacetamide